CC=1C=C(C=C(C1)C)C1=CC(=CC=C1)C[C@@H]1C=2C(N(C=NC2CC[C@@H]1NS(=O)(=O)C)C(C)C)=O |r| rac-N-[(5R,6S)-5-[(3',5'-dimethyl[1,1'-biphenyl]-3-yl)methyl]-4-oxo-3-(propan-2-yl)-3,4,5,6,7,8-hexahydroquinazolin-6-yl]methanesulfonamide